3-(2-carboxyethenyl)oxirane-2-carboxylic acid C(=O)(O)C=CC1C(O1)C(=O)O